N1C=CC=2C1=NC=C(C2)OC=2C=C(C=CC2C(=O)OC(C)(C)C)C2=CC=C(C=C2)N2[C@H](CCC2)C2=C(C=CC=C2)C=2CCN(CC2)C tert-butyl (R)-3-((1H-pyrrolo[2,3-b]pyridin-5-yl)oxy)-4'-(2-(2-(1-methyl-1,2,3,6-tetrahydropyridin-4-yl)phenyl)pyrrolidin-1-yl)-[1,1'-biphenyl]-4-carboxylate